C(C)(C)(C)OC(NC1CCN(CC1)CCC#C)=O N-(1-but-3-ynyl-4-piperidinyl)carbamic acid tert-butyl ester